N[C@@H]1C[C@@H](CCC1)NC1=NC2=CC=C(C=C2C=N1)C1=CC(=C(C=C1)NS(=O)(=O)C1=C(C=CC=C1)Cl)F N-(4-(2-(((1R,3S)-3-aminocyclohexyl)amino)quinazolin-6-yl)-2-fluorophenyl)-2-chlorobenzenesulfonamide